2-[4-tert-butyl-2-(cyclohexylmethyl)phenyl]-4-oxo-1H-1,6-naphthyridine-5-carboxamide C(C)(C)(C)C1=CC(=C(C=C1)C=1NC=2C=CN=C(C2C(C1)=O)C(=O)N)CC1CCCCC1